2-amino-1-(5-hydroxy-2-methyl-phenyl)-5-(1,2,3,6-tetrahydropyridin-5-yl)pyrrolo[3,2-b]pyridine-3-carboxamide HCl salt Cl.NC1=C(C2=NC(=CC=C2N1C1=C(C=CC(=C1)O)C)C1=CCCNC1)C(=O)N